{2-Bromo-8-isopropoxy-[1,2,4]triazolo[1,5-c]pyrimidin-7-yl}-1-(1-ethoxyethyl)pyrazole BrC1=NN2C=NC(=C(C2=N1)OC(C)C)C1=NN(C=C1)C(C)OCC